Methyl (((S)-3-(4-((1R,5S)-3-thia-8-azabicyclo[3.2.1]octan-8-yl)-3,5-difluoro phenyl)-2-oxo-oxazolidin-5-yl)methyl)carbamate [C@H]12CSC[C@H](CC1)N2C2=C(C=C(C=C2F)N2C(O[C@H](C2)CNC(OC)=O)=O)F